(3S)-3-(4-((2-chloro-5-iodophenyl)(methoxy)methyl)phenoxy)tetrahydrofuran ClC1=C(C=C(C=C1)I)C(C1=CC=C(O[C@@H]2COCC2)C=C1)OC